C#CCCCCCCC n-nonyne